CN1C2=CC=CC=C2N(C=2C=CC=CC12)C=1C=C(C=CC1)C1=C(C(=C(C(=C1C1=CC(=CC=C1)N1C=2C=CC=CC2N(C2=CC=CC=C12)C)C1=CC=CC=C1)C1=CC=CC=C1)C1=CC=C(C=C1)C=1OC2=C(N1)C=CC=C2)C2=CC=C(C=C2)C=2OC1=C(N2)C=CC=C1 2,2'-(3',4'-bis(3-(10-methylphenazin-5(10H)-yl)phenyl)-5',6'-diphenyl[1,1':2',1''-terphenyl]-4,4''-diyl)bis(benzo[d]oxazole)